2,2,2-trifluoroethylphenyl carbonate C(OC1=C(C=CC=C1)CC(F)(F)F)([O-])=O